Methyl 5-bromo-4-chloro-2,7-dimethyl-2-(1,4-dioxaspiro[4.5]dec-8-yl)-2,3-dihydrobenzofuran-6-carboxylate BrC=1C(=C(C2=C(CC(O2)(C2CCC3(OCCO3)CC2)C)C1Cl)C)C(=O)OC